CC=1C(=NC=C(C1)NC(C(=O)N1C(CCC(C1)C)C=1C=CC2=C(N=C(S2)NC)C1)=O)NC(OC(C)(C)C)=O tert-butyl (3-methyl-5-(2-(5-methyl-2-(2-(methylamino)benzo[d]thiazol-5-yl)piperidin-1-yl)-2-oxoacetamido)pyridin-2-yl)carbamate